CN(CCCCC)C dimethyl-(pentyl)amine